C(C)NC(NC1=CC(=NO1)CC1CCN(CC1)C=1C=CC(=NC1F)C(=O)NC)=O 5-(4-((5-(3-ethylureido)isoxazol-3-yl)methyl)piperidin-1-yl)-6-fluoro-N-methylpicolinamide